2,2-bis(4-hydroxycyclohexyl)butane OC1CCC(CC1)C(C)(CC)C1CCC(CC1)O